C1(CC1)C1=C(N=NS1)C(=O)N[C@@H](C1CCC(CC1)(F)F)C=1N=C2N(N=CC(=C2)[C@H](NC(CCC(F)(F)F)=O)C2CC2)C1 |o1:28| 5-Cyclopropyl-N-((S)-(7-((R*)-cyclopropyl(4,4,4-trifluorobutanamido)methyl)imidazo[1,2-b]pyridazin-2-yl)(4,4-difluorocyclohexyl)methyl)-1,2,3-thiadiazole-4-carboxamide